N1C(=NC2=C1C=CC=C2)C(C#N)=CC=2C(=NN(C2C)C2=C(C=CC=C2)OC(F)(F)F)C 2-(1H-benzo[d]imidazol-2-yl)-3-(3,5-dimethyl-1-(2-(trifluoromethoxy)phenyl)-1H-pyrazol-4-yl)acrylonitrile